ClC=1C(=NC=CC1C1=NC(=C(C=C1)CN1CCC(CC1)C(=O)O)OC)C1=C(C(=CC=C1)NC(=O)C=1SC(=CN1)CNCCO)C 1-((3'-chloro-2'-(3-(5-(((2-hydroxyethyl)amino)methyl)thiazole-2-carboxamido)-2-methylphenyl)-6-methoxy-[2,4'-bipyridin]-5-yl)methyl)piperidine-4-carboxylic acid